ClC=1C=C(C=CC1)N1N=C(C=C(C1=O)C(=O)N[C@H](CO)C(C)C)C1=CC=C(C=C1)Cl 2-(3-chlorophenyl)-6-(4-chlorophenyl)-N-[(2S)-1-hydroxy-3-methylbut-2-yl]-3-oxo-2,3-dihydropyridazine-4-carboxamide